BrC1=C(C=CC=C1)CC(C(=O)O)C 3-(2-bromophenyl)-2-methylpropanoic acid